(R)-1-(1-(cyclopentylmethyl)piperidin-3-yl)-6-methyl-5-(8-methyl-[1,2,4]triazolo[1,5-a]pyridin-6-yl)-1,3-dihydro-2H-benzo[d]imidazol-2-one C1(CCCC1)CN1C[C@@H](CCC1)N1C(NC2=C1C=C(C(=C2)C=2C=C(C=1N(C2)N=CN1)C)C)=O